CN1N=C2[C@@H](NCCC2=C1C1=CC(=C(C(=C1)F)F)F)C (S)-2,7-dimethyl-3-(3,4,5-trifluorophenyl)-4,5,6,7-tetrahydro-2H-pyrazolo[3,4-c]pyridine